OC(C)C=1C(=NC(=CC1)N1C=NC2=C1C=C(C=C2)NC=2N=NC(=CC2)C)N2CC(N(CC2)CC(F)(F)F)=O 4-[3-(1-Hydroxyethyl)-6-[6-[(6-methylpyridazin-3-yl)amino]benzimidazol-1-yl]-2-pyridyl]-1-(2,2,2-trifluoroethyl)piperazin-2-one